C(C)C=1OC(C=NC1)C 2-ethyl-6-methyl-6H-[1,4]oxazine